CC1(C(N(C(N1CC1=C(C=C(C(=O)NN)C=C1)F)=O)C1=CC=CC=C1)=O)C 4-((5,5-dimethyl-2,4-dioxo-3-phenylimidazolidin-1-yl)methyl)-3-fluorobenzohydrazide